NC[C@H]1CN(C(O1)=O)C1=CC(=C(C=C1)N1CCN(CC1)C1COC1)F (S)-5-(aminomethyl)-3-(3-fluoro-4-(4-(oxetan-3-yl)piperazin-1-yl)phenyl)oxazolidin-2-one